2-(3-Fluorophenyl)-2-(4-(trifluoromethyl)pyridin-2-yl)acetamide FC=1C=C(C=CC1)C(C(=O)N)C1=NC=CC(=C1)C(F)(F)F